COC1=CC=C(C=C1)C=C(C(=O)OC)C(=O)OC dimethyl [(4-methoxyphenyl)-methylene]malonate